2-hydroxy-3-methylbicyclo[2.2.1]heptane OC1C2CCC(C1C)C2